2',3'-dihydrospiro[azetidine-3,1'-pyrrolo[2,3-c]quinolin] C12(CNC=3C=NC=4C=CC=CC4C31)CNC2